5-(2-(5-chloro-6-fluoro-2-phenyl-2-(pyrrolidin-2-yl)-2,3-dihydrobenzofuran-4-yl)-3-fluoro-4-(2-hydroxyethoxy)phenyl)-1,3,4-oxadiazol-2(3H)-one ClC=1C(=CC2=C(CC(O2)(C2NCCC2)C2=CC=CC=C2)C1C1=C(C=CC(=C1F)OCCO)C1=NNC(O1)=O)F